The molecule is a 3-methoxy-4-hydroxy-5-all-trans-polyprenylbenzoate in which the polyprenyl chain contains 10 prenyl units; major species at pH 7.3. It is a conjugate base of a 3-decaprenyl-4-hydroxy-5-methoxybenzoic acid. CC(=CCC/C(=C/CC/C(=C/CC/C(=C/CC/C(=C/CC/C(=C/CC/C(=C/CC/C(=C/CC/C(=C/CC/C(=C/CC1=C(C(=CC(=C1)C(=O)O)OC)[O-])/C)/C)/C)/C)/C)/C)/C)/C)/C)C